ClCC=1C=C(C=CC1)CCN(C)C 2-(3-(chloromethyl)phenyl)-N,N-dimethylethan-1-amine